CC1=C(C(=CC=C1)C)C1=NC=2NS(C=3C=CC=C(C(N([C@@H](COC(=C1)N2)CCC(C)C)C=2C=NN(C2)C)=O)C3)(=O)=O (11R)-6-(2,6-dimethylphenyl)-11-isopentyl-12-(1-methylpyrazol-4-yl)-2,2-dioxo-9-oxa-2λ6-thia-3,5,12,19-tetrazatricyclo[12.3.1.14,8]nonadeca-1(18),4(19),5,7,14,16-hexaen-13-one